BrC1=C(C=CC(=C1)F)C1=NOC=C1C(=O)OCC ethyl 3-(2-bromo-4-fluorophenyl)-1,2-oxazole-4-carboxylate